C(C)(C)C1=NN(C(C=2N1C1=C(C2)SC(=N1)C)=O)CC(=O)O 2-(5-Isopropyl-2-methyl-8-oxothiazolo[5',4':4,5]pyrrolo[1,2-d][1,2,4]triazin-7(8H)-yl)acetic acid